[OH-].C(C=C)C(C=C(CC=C)CC=C)C[NH3+] triallylallylmethylammonium hydroxide